CCCCCCCCCCCCCCCC(=O)OC[C@H](COP(=O)([O-])[O-])O The molecule is dianion of 1-palmitoyl-sn-glycerol 3-phosphate arising from deprotonation of both OH groups of the phosphate. It is a 1-palmitoylglycerol 3-phosphate(2-) and a 1-acyl-sn-glycerol 3-phosphate(2-). It is a conjugate base of a 1-palmitoyl-sn-glycerol 3-phosphate.